tert-butyl (3aS,4S,5R,6aR)-4-fluoro-5-((6-(2,3,5-trifluorophenyl)pyridazin-3-yl)amino)hexahydrocyclopenta[c]pyrrole-2(1H)-carboxylate F[C@@H]1[C@@H](C[C@H]2CN(C[C@H]21)C(=O)OC(C)(C)C)NC=2N=NC(=CC2)C2=C(C(=CC(=C2)F)F)F